ClC1=C(C(=CC=C1Cl)OC)C1CCN(CC1)C(=O)[C@@H]1OC(OC1)(C)C 4-(2,3-dichloro-6-methoxyphenyl)-1-[(4R)-2,2-dimethyl-1,3-dioxolane-4-carbonyl]piperidine